C(CCCCCCCCCCCCCCC)(=O)CCC palmitoylpropane